CN([C@@H](CC1=CNC2=CC=CC=C12)C(=O)O)C Dimethyl-tryptophan